CC1(C(C(=CC2(CN(C2)C(=O)C2OCCC2)C1)C#N)=O)C 8,8-dimethyl-7-oxo-2-(tetrahydrofuran-2-carbonyl)-2-azaspiro[3.5]non-5-ene-6-carbonitrile